5-bromo-4-fluoro-N,N-dimethyl-2-(1-methyl-1H-1,2,4-triazol-3-yl)benzamide BrC=1C(=CC(=C(C(=O)N(C)C)C1)C1=NN(C=N1)C)F